FC1(C(C=2C(=CN(C2CC1)C1=CC(=C(C=C1)F)C)C(F)(F)F)O)F 5,5-difluoro-1-(4-fluoro-3-methylphenyl)-3-(trifluoromethyl)-4,5,6,7-tetrahydro-1H-indol-4-ol